cetyl-dimethyl-carboxylic acid C(CCCCCCCCCCCCCCC)CC(=O)OC